(5R)-3-{(4S,8S)-10-[3-(4-fluorophenyl)-1,2,4-oxadiazol-5-yl]-4,7,8,9-tetrahydro-5H-4,8-epiminooxocino[5,4-d][1,3]thiazol-2-yl}-5-methylimidazolidine-2,4-dione FC1=CC=C(C=C1)C1=NOC(=N1)N1[C@H]2COC[C@@H]1CC=1N=C(SC12)N1C(N[C@@H](C1=O)C)=O